C(C)(C)(C)OC(=O)N[C@H](C(=O)N[C@@H](CCC(=O)OC(C)(C)C)C(=O)NC1=CC=C(C=C1)CO)C(C)C (S)-tert-butyl 4-((S)-2-((tert-butoxycarbonyl) amino)-3-methylbutanamido)-5-((4-(hydroxymethyl) phenyl) amino)-5-oxopentanoate